3-(2-(3-chloro-5-methoxyphenyl)-1,2,3,4-tetrahydroisoquinolin-7-yl)propionic acid ClC=1C=C(C=C(C1)OC)N1CC2=CC(=CC=C2CC1)CCC(=O)O